5-bromo-2-(1-methyl-3,6-dihydro-2H-pyridin-4-yl)-1,3-benzothiazole BrC=1C=CC2=C(N=C(S2)C=2CCN(CC2)C)C1